BrC1SCCCC1 bromo-thian